C1(CC1)C1=C(C=CC(=N1)C(=O)NC1=CC(=CC=C1)C(C(C1=NN=CN1C)O)C)C Trans-6-cyclopropyl-N-(3-(1-hydroxy-1-(4-methyl-4H-1,2,4-triazol-3-yl)propan-2-yl)phenyl)-5-methylpicolinamide